(7-fluoro-2-formyl-indan-5-yl)acetamide FC=1C=C(C=C2CC(CC12)C=O)CC(=O)N